cinnamic acid 8-hydroxyoctyl ester OCCCCCCCCOC(C=CC1=CC=CC=C1)=O